FC=1C=CC(=NC1)NC(=O)C=1C=2N(N=C(C1)C=1C=NC=CC1C)C=CN2 N-(5-Fluoropyridin-2-yl)-6-(4-methylpyridin-3-yl)imidazo[1,2-b]pyridazine-8-carboxamide